C(C)C1(COC1)C=1N=NNC1 4-(3-ethyloxetan-3-yl)-1H-1,2,3-triazol